ethyl 2-(4-((S)-4-acryloyl-2-methylpiperazin-1-yl)-6-fluoro-1-(2-isopropyl-4-methylpyridin-3-yl)-2-oxo-1,2-dihydropyrido[2,3-d]pyrimidin-7-yl)-3-fluorobenzoate C(C=C)(=O)N1C[C@@H](N(CC1)C=1C2=C(N(C(N1)=O)C=1C(=NC=CC1C)C(C)C)N=C(C(=C2)F)C2=C(C(=O)OCC)C=CC=C2F)C